C(C)OC1CN(C1)[C@@H]1[C@@H]([C@@H]2CC[C@H]1C2)OC=2C=C1CN(C(C1=CC2)=O)C2C(NC(CC2)=O)=O 3-(5-(((1R,2R,3S,4S)-3-(3-ethoxyazetidin-1-yl)bicyclo[2.2.1]heptan-2-yl)oxy)-1-oxoisoindolin-2-yl)piperidine-2,6-dione